tert-butyl (2-(((S)-4-((tert-butoxycarbonyl)amino)-3,3-difluoropentyl)oxy)pyridin-4-yl)(1-(tert-butyl)-3-((1S,3R)-3-hydroxycyclopentyl)-1H-pyrazol-5-yl)carbamate C(C)(C)(C)OC(=O)N[C@H](C(CCOC1=NC=CC(=C1)N(C(OC(C)(C)C)=O)C1=CC(=NN1C(C)(C)C)[C@@H]1C[C@@H](CC1)O)(F)F)C